C1(CCCCC1)C[C@@H](C(=O)O)N(C(=O)OCC1C2=CC=CC=C2C=2C=CC=CC12)CC (2S)-3-cyclohexyl-2-[ethyl(9H-fluoren-9-yl-methoxycarbonyl)amino]propanoic acid